3-amino-2-(hydroxymethyl)-2-methylpropanoic acid methyl ester hydrochloride Cl.COC(C(CN)(C)CO)=O